OC(C(=O)N[C@@H](CO)C(=O)O)O dihydroxyacetyl-L-serine